[N-](S(=O)(=O)C(F)(F)F)S(=O)(=O)C(F)(F)F.C(C)N1CC=CC=C1 N-ethyl-pyridine bis(trifluoromethylsulfonyl)imide salt